C1(C=CC(N1C=1C=C(C(=O)C(C([O-])=NO)CC([O-])=N)C=CC1)=O)=O m-maleimidobenzoyl-N-hydroxysuccinimidate